(S)-2-amino-3-(4-((2-chloroethyl)(2-hydroxyethyl)amino)phenyl)propionic acid N[C@H](C(=O)O)CC1=CC=C(C=C1)N(CCO)CCCl